OC1=C(C=CC(=C1)O)C1=C(C(=NO1)C(F)(F)F)C1=CC=C(C=C1)C1=CC=C(C=C1)CC(=O)O 2-(4'-(5-(2,4-dihydroxyphenyl)-3-(trifluoromethyl)isoxazol-4-yl)-[1,1'-Biphenyl]-4-yl)acetic acid